2-ethyl-1,3-hexanediol diacrylate C(C=C)(=O)OCC(C(CCC)OC(C=C)=O)CC